C(C)(=O)OC(C=CC1=CCC(CC1)(C)C)OC(C)=O 3-(4,4-dimethylcyclohex-1-en-1-yl)prop-2-ene-1,1-diyl diacetate